[2-(trifluoromethyl)pyridin-4-yl]Boric acid FC(C1=NC=CC(=C1)OB(O)O)(F)F